3-hydroxybutylcarnitine OC(CCC(O)(C[N+](C)(C)C)CC([O-])=O)C